N-(2,6-difluoro-3-(5-(pyridazin-4-yl)-1H-pyrrolo[2,3-b]pyridine-3-carbonyl)phenyl)propane-1-sulfonamide FC1=C(C(=CC=C1C(=O)C1=CNC2=NC=C(C=C21)C2=CN=NC=C2)F)NS(=O)(=O)CCC